tert-butyl 4-(5-(4-amino-3-carbamoyl-1H-pyrazol-1-yl)pyridin-2-yl)piperazine-1-carboxylate NC=1C(=NN(C1)C=1C=CC(=NC1)N1CCN(CC1)C(=O)OC(C)(C)C)C(N)=O